4-xylylene mercaptan C1(=CC=C(C=C1)CS)CS